N1(N=CN=C1)C[C@H](C)OC=1C=C(C=CC1Cl)C=1C=NC(=NC1)NC=1C(=NN(C1)C1CCC(CC1)N1CCOCC1)OCC(COC)(F)F 5-(3-(((S)-1-(1H-1,2,4-triazol-1-yl)propan-2-yl)oxy)-4-chlorophenyl)-N-(3-(2,2-difluoro-3-methoxypropoxy)-1-((1r,4r)-4-morpholinocyclohexyl)-1H-pyrazol-4-yl)pyrimidin-2-amine